N12CC(C(CC1)CC2)N(C(O)=O)[C@H]2C(CC1=CC(=CC=C21)C2=CC(=CC=C2)OCCN2CCOCC2)(C)C.CC2(COC(OC2)CCCC=O)C 4-(5,5-dimethyl-1,3-dioxan-2-yl)butanal (S)-quinuclidin-3-yl-(2,2-dimethyl-5-(3-(2-morpholinoethoxy)phenyl)-2,3-dihydro-1H-inden-1-yl)carbamat